C1(CCCCC1)NC1=C2C=CN=CC2=C2C(=C1)C=CC=C2.[Na] Sodium 5-(cyclohexylamino)benzo[h]isoquinoline